2-(2-((5-(1-aminoisoquinolin-7-yl)-2-(1-(2-hydroxyethyl)azetidin-3-yl)-2H-indazol-3-yl)methoxy)phenyl)acetic acid NC1=NC=CC2=CC=C(C=C12)C1=CC2=C(N(N=C2C=C1)C1CN(C1)CCO)COC1=C(C=CC=C1)CC(=O)O